FC1=CC=C(CCNC(=O)NC2=CC=C(C=C2)OC2=NC=NC3=CC(=C(C=C23)NC(=O)NCCC)OC)C=C1 1-(4-fluorophenethyl)-3-(4-((7-methoxy-6-(3-propylureido)quinazolin-4-yl)oxy)phenyl)urea